CC1=C(C=C2C(=C1O)C(=O)C=C(O2)C3=CC(=C(C=C3)OC)C4=C(C=C(C5=C4OC(=CC5=O)C6=CC=C(C=C6)O)O)O)OC The molecule is a biflavonoid that is a dimer resulting from the coupling of 7,4'-dimethoxy-5-hydroxy-6-methylflavone and 5,7,4'-trihydroxyflavone resulting in a bond between C-3' of the methoxyphenyl ring and C-8 of the chromene ring respectively. Isolated from Cephalotaxus wilsoniana, it exhibits cytotoxic activity. It has a role as a metabolite and an antineoplastic agent. It is a biflavonoid, a biaryl, a hydroxyflavone and a methoxyflavone.